CO[C@@H]1CC[C@H](CC1)CN[C@@H]1[C@H](CCCC1)OC=1C=C2CN(C(C2=CC1)=O)C1C(NC(CC1)=O)=O 3-(5-(((1S,2S)-2-(((trans-4-methoxycyclohexyl)methyl)amino)cyclohexyl)oxy)-1-oxoisoindolin-2-yl)piperidine-2,6-dione